C1(CC1)CSC=1C=C(C=NC1C1=NC2=C(N=NC(=C2)C(F)(F)F)N1C)OC(C(=O)N)(C)C 2-[[5-(Cyclopropylmethylsulfanyl)-6-[7-methyl-3-(trifluoromethyl)imidazo[4,5-c]pyridazin-6-yl]-3-pyridyl]oxy]-2-methyl-propanamide